CCC=C 1-methyl-prop-2-en